3-hydroxy-N-(3-nitrophenyl)-2-naphthoamide OC=1C(=CC2=CC=CC=C2C1)C(=O)NC1=CC(=CC=C1)[N+](=O)[O-]